C(C)(C)C1=C(NC2=C1N=C(S2)C2CCN(CC2)C2CCOCC2)C2=C1C=CC=NC1=C(C=C2)C#N 5-(6-isopropyl-2-(1-(tetrahydro-2H-pyran-4-yl)piperidin-4-yl)-4H-pyrrolo[3,2-d]thiazol-5-yl)quinoline-8-carbonitrile